BrC=1C=C(C=C(C1)F)N(C=1C(C(C1N1CCN(CC1)C)=O)=O)CC1=C(C=C(C=C1)C=1OC(=NN1)C(F)F)F 3-((3-Bromo-5-fluorophenyl)(4-(5-(difluoromethyl)-1,3,4-oxadiazol-2-yl)-2-fluorobenzyl)amino)-4-(4-methylpiperazin-1-yl)cyclobut-3-ene-1,2-dione